dimethyl-2,5-bis(tert-butylperoxy)hexane CC(CCC(C)(OOC(C)(C)C)C)(C)OOC(C)(C)C